NC1=NC=C(C=N1)C=1C=CC(=NC1)C(=O)N[C@H](C(=O)OC(C)(C)C)C(C)(C)C tert-butyl (2S)-2-([5-(2-aminopyrimidin-5-yl)pyridin-2-yl]carbonylamino)-3,3-dimethylbutanoate